methyl methacrylate methyl-methacrylate COC(C(=C)C)=O.C(C(=C)C)(=O)OC